2-DIETHYLAMINO-4-OXO-4H-PYRIDO[1,2-A]PYRIMIDINE-3-CARBALDEHYDE C(C)N(C=1N=C2N(C(C1C=O)=O)C=CC=C2)CC